N-Chlorocarbonylamine ClN=C=O